2-(4-Phenoxyphenoxy)benzaldehyde O(C1=CC=CC=C1)C1=CC=C(OC2=C(C=O)C=CC=C2)C=C1